C\C(=C/CCC(C)=O)\CC\C=C(\CCC=C(C)C)/C 5E,9E-6,10,14-trimethylpentadec-5,9,13-trien-2-one